6-(2-(5-methyl-2-phenyloxazol-4-yl)acetyl)-2-(1-phenylcyclopropyl)-5,6,7,8-tetrahydropyrido[4,3-d]pyrimidin-4(3H)-one CC1=C(N=C(O1)C1=CC=CC=C1)CC(=O)N1CC2=C(N=C(NC2=O)C2(CC2)C2=CC=CC=C2)CC1